ClC=1C=C2CC[C@@H](NC2=CC1)C(=O)OC (R)-Methyl 6-chloro-1,2,3,4-tetrahydroquinoline-2-carboxylate